C(CCCC)C1=C(C(=C(C(=O)O)C=C1)O)O.COC1=NC=C(C=N1)CN1CCC(CC1)C=1C=C2CN(C(C2=CC1)=O)C1C(NC(CC1)=O)=O 3-(5-(1-((2-methoxypyrimidin-5-yl)methyl)piperidin-4-yl)-1-oxoisoindolin-2-yl)piperidine-2,6-dione pentyldihydroxybenzoate